C(C)(C)(C)OC(=O)N1CC2C(CC1)OSO2.C(#N)C2(C1CCN(CC21)C(=O)OC(C)(C)C)C=2SC=C(N2)C tert-butyl 7-cyano-7-(4-methylthiazol-2-yl)-3-azabicyclo[4.1.0]heptane-3-carboxylate Tert-butyl-tetrahydro-[1,3,2]dioxathiolo[4,5-c]pyridine-5(4H)-carboxylate